C(#C)C=1C(=CC=C2C=C(C=C(C12)N1CC=2N=C(N=C(C2CC1)N1CC(CCCC1)NC(C=C)=O)OC[C@H]1N(C[C@@H](C1)F)C)O)F N-(1-(7-(8-ethynyl-7-fluoro-3-hydroxynaphthalen-1-yl)-2-(((2S,4R)-4-fluoro-1-methylpyrrolidin-2-yl)methoxy)-5,6,7,8-tetrahydropyrido[3,4-d]pyrimidin-4-yl)azepan-3-yl)acrylamide